acryloxypentadecylfluorodimethylsilane C(C=C)(=O)OCCCCCCCCCCCCCCC[Si](C)(C)F